benzyl (2S,4R)-4-[tert-butyl(dimethyl)silyl]oxy-2-(4,5-diiodo-1H-imidazol-2-yl)pyrrolidine-1-carboxylate [Si](C)(C)(C(C)(C)C)O[C@@H]1C[C@H](N(C1)C(=O)OCC1=CC=CC=C1)C=1NC(=C(N1)I)I